C1(CCC1)C1=NC(=C2C(=N1)N(N=C2)C(C)C)O 6-cyclobutyl-1-isopropyl-1H-pyrazolo[3,4-d]pyrimidin-4-ol